(E)-1-[4-[4-[[2-Hydroxy-5-[(E)-3-phenylprop-2-enoyl]phenyl]methyl]piperazin-1-yl]phenyl]-3-phenylprop-2-en-1-one OC1=C(C=C(C=C1)C(\C=C\C1=CC=CC=C1)=O)CN1CCN(CC1)C1=CC=C(C=C1)C(\C=C\C1=CC=CC=C1)=O